4,4-difluoro-1-(6-(2-methyl-2H-pyrazolo[3,4-b]pyridin-5-yl)thieno[2,3-b]pyridin-2-yl)cyclohexanol FC1(CCC(CC1)(O)C1=CC=2C(=NC(=CC2)C2=CC=3C(N=C2)=NN(C3)C)S1)F